FC=1C=C(C=CC1F)C1(CC(N(CC1)C=1C=NN(C1)C1=CC=NC=C1)=O)O 4-(3,4-difluorophenyl)-4-hydroxy-1-(1-(pyridin-4-yl)-1H-pyrazol-4-yl)piperidin-2-one